C(C)OC(C(CC)(C)C)=O 2,2-dimethylbutyric acid ethyl ester